6-chloro-β,β-difluoro-2-(trifluoromethyl)-3-pyridinepropionic acid ClC1=CC=C(C(=N1)C(F)(F)F)C(CC(=O)O)(F)F